[B-](C(=C)C)(F)(F)F.[K+] potassium trifluoro(prop-1-en-2-yl)borate